OCC(C(=O)N[C@H]1CN(CC1)C)(C)C (R)-3-hydroxy-2,2-dimethyl-N-(1-methylpyrrolidin-3-yl)propanamide